N-[3-[1-(4-chloro-1H-imidazol-2-yl)-5-fluoroimidazo[1,5-a]pyridin-6-yl]-2,4-difluorophenyl]-5-fluoro-2-methoxypyridine-3-sulfonamide ClC=1N=C(NC1)C=1N=CN2C1C=CC(=C2F)C=2C(=C(C=CC2F)NS(=O)(=O)C=2C(=NC=C(C2)F)OC)F